3-[1-methyl-6-[(3S)-3-methylpiperazin-1-yl]indazol-3-yl]piperidine-2,6-dione CN1N=C(C2=CC=C(C=C12)N1C[C@@H](NCC1)C)C1C(NC(CC1)=O)=O